BrC1=CC2=C(N=C(N=C2)S(=O)C)N2C1=NN=C2C 6-bromo-9-methyl-2-(methylsulfinyl)-[1,2,4]triazolo[4',3':1,6]pyrido[2,3-d]pyrimidine